furylacetic acid C1=COC(=C1)CC(=O)O